ClC1=C(C(=CC=C1)Cl)N1N=C(C(=N1)C(=O)N)NC1=NC=C(C=C1)C(=O)N1CCCC1 2-(2,6-dichlorophenyl)-5-((5-(pyrrolidine-1-carbonyl)pyridin-2-yl)amino)-2H-1,2,3-triazole-4-carboxamide